C(C)C=1C(=[N+](C=CC1)C1CCCCCC1)CCC ethylpropylcycloheptylpyridinium